2-(2-n-propyl)-pyrazine CC(C)C1=NC=CN=C1